8-chloro-6-methylimidazo[1,2-a]pyrazine-2-carbonyl chloride ClC=1C=2N(C=C(N1)C)C=C(N2)C(=O)Cl